[C].[B].ClC1=C(C(=CC=C1Cl)F)[C@]1(CN(CC1)C(C=C)=O)NC=1C=CC2=C(N(N=C2C1)CC(=O)NC)C(F)(F)F 2-(6-{[(3R)-3-(2,3-Dichloro-6-fluorophenyl)-1-(prop-2-enoyl)pyrrolidin-3-yl]amino}-3-(trifluoromethyl)indazol-2-yl)-N-methylacetamide boron carbon